5-[[1-(5-chloro-1,3-benzoxazol-2-yl)-4-piperidinyl]methylcarbamoyl]furan-2-carboxylic acid ClC=1C=CC2=C(N=C(O2)N2CCC(CC2)CNC(=O)C2=CC=C(O2)C(=O)O)C1